7-(methoxycarbonyl)-2-methyl-3-(1-(trifluoromethyl)-1H-pyrazol-4-yl)-2H-pyrazolo[4,3-b]pyridine 4-oxide COC(=O)C=1C=2C([N+](=CC1)[O-])=C(N(N2)C)C=2C=NN(C2)C(F)(F)F